C[C@@H]1CC(N[C@H]1CC=C(C)C)=O |r| (+-)-trans-4-Methyl-5-(3-methylbut-2-en-1-yl)pyrrolidin-2-one